C(C)(=O)N1CCN(CC1)S(=O)(=O)NC(NC1=C(C=CC=C1C(C)C)C(C)C)=O 4-Acetyl-N-((2,6-diisopropylphenyl)carbamoyl)-piperazin-1-sulfonamid